C1(CC1)C1=C(CN2C(N([C@@H](C=3C2=NN(C3)C)C)C3CCN(CC3)C=3C(=NC=CC3C(F)F)OC)=O)C=CC=C1 (R)-7-(2-Cyclopropyl-benzyl)-5-(4'-difluoromethyl-2'-methoxy-3,4,5,6-tetrahydro-2H-[1,3']bipyridinyl-4-yl)-2,4-dimethyl-2,4,5,7-tetrahydro-pyrazolo[3,4-d]pyrimidin-6-on